(6aR,7R,10aS)-9-cyano-4-isopropyl-7,10a-dimethyl-2-(quinolin-4-yl)-5,6a,7,10a-tetrahydrobenzo[H]quinazolin-8(6H)-one C(#N)C1=C[C@@]2([C@H](CCC=3C(=NC(=NC23)C2=CC=NC3=CC=CC=C23)C(C)C)[C@H](C1=O)C)C